Methyl (Z)-1-(4-amino-2-fluorobut-2-en-1-yl)-4-(3-(diethoxyphosphoryl)phenyl)-1H-benzo[d]imidazole-6-carboxylate NC\C=C(\CN1C=NC2=C1C=C(C=C2C2=CC(=CC=C2)P(=O)(OCC)OCC)C(=O)OC)/F